1-(5-((3,5-dimethoxyphenyl)amino)-7-(methylamino)pyrazolo[1,5-a]pyrimidin-3-yl)-3-methylurea COC=1C=C(C=C(C1)OC)NC1=NC=2N(C(=C1)NC)N=CC2NC(=O)NC